7-(4-(3-chloropropoxy)phenyl)-8-hydroxy-2,3-dihydro-[1,4]dioxino[2,3-g]quinolin-9(6H)-one ClCCCOC1=CC=C(C=C1)C=1NC=2C=C3C(=CC2C(C1O)=O)OCCO3